N-(4-(((R)-1-hydroxy-4-methylpent-2-yl)amino)-6-((S)-2-(2-methoxypyridin-3-yl)propyl)-1,3,5-triazin-2-yl)methanesulfonamide OC[C@@H](CC(C)C)NC1=NC(=NC(=N1)C[C@H](C)C=1C(=NC=CC1)OC)NS(=O)(=O)C